COC(C(C1=C(N(C2=CC=C(C=C12)OC)C(C1=CC=C(C=C1)Cl)=O)C)C=1N=NNC1)=O (1H-1,2,3-triazol-4-yl)-2-(1-(4-chlorobenzoyl)-5-methoxy-2-methyl-1H-indol-3-yl)acetic acid methyl ester